BrCCOCCOCCOCCOC1=CC=C(C=C1)C(OC)OC 1-[11-bromo-3,6,9-trioxaundecyloxy]-4-dimethoxymethyl-benzene